Cl.NC1CC(C1)N1CC2=CC(=CC=C2CC1)C1=NNC=2C1=NN(C(C2)=O)C2=C(C=CC=C2C)F 3-(2-(3-Aminocyclobutyl)-1,2,3,4-tetrahydroisochinolin-7-yl)-5-(2-fluoro-6-methylphenyl)-1H-pyrazolo[4,3-c]pyridazin-6(5H)-on-Hydrochlorid